N-[(3R,4S)-4-fluoro-1-(3-hydroxy-3-methylbutanoyl)pyrrolidin-3-yl]-2-(deutero)methoxypyridine-3-carboxamide F[C@@H]1[C@@H](CN(C1)C(CC(C)(C)O)=O)NC(=O)C=1C(=NC=CC1)OC[2H]